6-(4-(methylthio)cyclohex-1-en-1-yl)isoindoline-2-carboxylic acid tert-butyl Ester C(C)(C)(C)OC(=O)N1CC2=CC(=CC=C2C1)C1=CCC(CC1)SC